2-(2,6-dibromophenyl)-4,5-diphenyl-1H-imidazole BrC1=C(C(=CC=C1)Br)C=1NC(=C(N1)C1=CC=CC=C1)C1=CC=CC=C1